C(C)(=O)OCCCCCCCCC=O Oxo-nonyl acetate